NC1(CCCCC1)C(=O)[O-] aminocyclohexane-1-carboxylate